1-(oxetan-3-yl)-N-((6-phenylpyridazin-3-yl)methyl)-1H-1,2,3-triazole-4-carboxamide O1CC(C1)N1N=NC(=C1)C(=O)NCC=1N=NC(=CC1)C1=CC=CC=C1